O=C1NC(CCC1C=1C=C(C=NC1)N1CCCCC1)=O 1-(5-(2,6-dioxopiperidin-3-yl)pyridin-3-yl)piperidine